butyl (4-((2S,3S)-4-bromo-5-chloro-6-fluoro-3-(methoxymethoxy)-2-phenyl-2,3-dihydrobenzofuran-2-yl)-4-hydroxybutyl)carbamate BrC1=C(C(=CC2=C1[C@@H]([C@](O2)(C2=CC=CC=C2)C(CCCNC(OCCCC)=O)O)OCOC)F)Cl